dimethyl-(1R,2R)-cyclobutane-1,2-dicarboxylic acid C[C@@]1([C@@](CC1)(C(=O)O)C)C(=O)O